methyl 2-ethyl-2-methyl-1,3-dioxolane-4-carboxylate C(C)C1(OCC(O1)C(=O)OC)C